COC([C@@H](NC(C)CC(CCCC)=O)CSC(C)CC(CCCC)=O)=O.BrC=1C=CC(=NC1[C@H]1NCCC1)NC(=O)C1CC1 (S)-N-(5-bromo-6-(pyrrolidin-2-yl)pyridin-2-yl)cyclopropanecarboxamide (±)-methyl-N,S-bis(4-oxooctan-2-yl)-L-cysteinate